C1(=CC=C2C=CC3=CC=CC4=CC=C1C2=C34)CCCC(=O)O Pyrene-1-butanoic acid